CN(C12CCC(CC1)(CC2)C2(OC=1C(=C(C=3CCN(C(C3C1C)=O)CC=1C(NC(=CC1OC)C)=O)C)O2)C)C 2-(4-(dimethylamino)bicyclo[2.2.2]octan-1-yl)-6-((4-methoxy-6-methyl-2-oxo-1,2-dihydropyridin-3-yl)methyl)-2,4,9-trimethyl-7,8-dihydro[1,3]dioxolo[4,5-g]isoquinolin-5(6H)-one